6-(4-cyclopentylphenyl)pyrazine-2-carboxylic acid C1(CCCC1)C1=CC=C(C=C1)C1=CN=CC(=N1)C(=O)O